ClC=1C(=C(C(=CC1)OC)C1=CC(=NC=C1C(=O)NC=1SC(N(N1)CCCC#N)=O)C)F 4-(3-Chloro-2-fluoro-6-methoxyphenyl)-N-(4-(3-cyanopropyl)-5-oxo-4,5-dihydro-1,3,4-thiadiazol-2-yl)-6-methylnicotinamide